4-methyl-1H-pyrrolo[2,3-c]Pyridine-1-carboxylic acid tert-butyl ester C(C)(C)(C)OC(=O)N1C=CC=2C1=CN=CC2C